NC1=C(C(=CC(=C1)Br)F)C(C)=O 1-(2-amino-4-bromo-6-fluorophenyl)ethanone